3-(4-bromo-1-carbonyl-isoindoline-2-yl)piperidine-2,6-dione BrC1=C2CN(C(C2=CC=C1)=C=O)C1C(NC(CC1)=O)=O